N-ethylsulfonyl-glycine C(C)S(=O)(=O)NCC(=O)O